C(C)N(C(C1=C(C=CC(=C1)F)OC=1C(=NC=NC1)N1CC2(C1)CCN(CC2)C[C@H]2OC[C@@H](CC2)NS(=O)(=O)C2=CC=C(C=C2)OC)=O)C(C)C N-Ethyl-5-fluoro-N-isopropyl-2-((4-(7-(((2S,5R)-5-((4-methoxyphenyl)sulfonamido)tetrahydro-2H-pyran-2-yl)methyl)-2,7-diazaspiro[3.5]nonan-2-yl)pyrimidin-5-yl)oxy)benzamide